C[C@H](CC1=CC=CC=C1)N |r| racemic-alpha-methylphenethylamine